C(C)OC(CCC(=O)C1=NC2=C(C=CC=C2C(=C1O)C#N)C1=CC(=CC=C1)OC(F)(F)F)=O 4-[4-Cyano-3-hydroxy-8-(3-trifluoromethoxy-phenyl)-quinolin-2-yl]-4-oxo-butyric acid ethyl ester